tetra-1-octadecyl dithiomalate C(C(S)CC(=O)OCCCCCCCCCCCCCCCCCC)(=O)OCCCCCCCCCCCCCCCCCC.C(C(S)CC(=O)OCCCCCCCCCCCCCCCCCC)(=O)OCCCCCCCCCCCCCCCCCC